Succinimidylpimelat C1(CCC(N1C(C(=O)[O-])CCCCC(=O)[O-])=O)=O